2-Ethyl (S)-2-(5-(N-(14-amino-3,6,9,12-tetraoxatetradecyl)-1-(isoquinolin-4-yl) piperidine-3-carboxamido)-2-oxopyridin-1(2H)-yl)acetate NCCOCCOCCOCCOCCN(C(=O)[C@@H]1CN(CCC1)C1=CN=CC2=CC=CC=C12)C=1C=CC(N(C1)CC(=O)OCC)=O